7-Chloro-4-(1-(5-(ethoxymethyl)pyrimidin-2-yl)piperidin-4-yl)-1-methyl-1,4-dihydropyrido[2,3-b]pyrazine-2,3-dione ClC1=CC2=C(N(C(C(N2C)=O)=O)C2CCN(CC2)C2=NC=C(C=N2)COCC)N=C1